C12CCC(CC1)N2C(=O)C=2N=C(SC2C=2C=NC(=CC2C(F)(F)F)N[C@H](C(F)(F)F)C)C(=O)NCC(C)(C)O 4-((1s,4s)-7-azabicyclo[2.2.1]Heptane-7-carbonyl)-N-(2-hydroxy-2-methylpropyl)-5-(4-(trifluoromethyl)-6-(((S)-1,1,1-trifluoropropan-2-yl)amino)pyridin-3-yl)thiazole-2-carboxamide